C1(CCCCC1)P(C1(C(=CC=C(C1)C(C)C)C1=CC=CC=C1C(C)C)C(C)C)C1CCCCC1 2-Dicyclohexylphosphino-2,4,6'-triisopropyl-1,1'-biphenyl